(4aR,8aS)-6-[6-[(1S)-1-[4-methyl-5-(trifluoromethyl)-2-pyridyl]ethyl]-2-azaspiro[3.3]heptane-2-carbonyl]-4,4a,5,7,8,8a-hexahydropyrido[4,3-b][1,4]oxazin-3-one CC1=CC(=NC=C1C(F)(F)F)[C@@H](C)C1CC2(CN(C2)C(=O)N2C[C@@H]3[C@@H](OCC(N3)=O)CC2)C1